IMIDAZOCHINOLIN-AMIN N1C(=NC=2C=CC=3C=CC=NC3C21)N